1-(3-chloro-4-(trifluoromethoxy)phenyl)-2-ethynyl-1H-benzo[d]imidazole-5-carboxamide ClC=1C=C(C=CC1OC(F)(F)F)N1C(=NC2=C1C=CC(=C2)C(=O)N)C#C